N-(3-hydroxycyclobutyl)-4-((5-isopropyl-2-(6-methylpyridin-2-yl)pyrimidin-4-yl)amino)nicotinamide OC1CC(C1)NC(C1=CN=CC=C1NC1=NC(=NC=C1C(C)C)C1=NC(=CC=C1)C)=O